tert-butyl (E)-(((tert-butoxycarbonyl)imino)(1H-pyrazol-1-yl)methyl)carbamate C(C)(C)(C)OC(=O)\N=C(\N1N=CC=C1)/NC(OC(C)(C)C)=O